(S)-5-[[4-[2-[5-(S)-(1-hydroxyethyl)pyridin-2-yl]ethoxy]phenyl]methyl]-1,3-thiazolidine-2,4-dione OC(C)C=1C=CC(=NC1)CCOC1=CC=C(C=C1)C[C@H]1C(NC(S1)=O)=O